FC(C)(F)N1N=C(C(=C1)F)S(=O)(N)=NC(NC1=C2C(=NC3=C1CCC3)CCC2)=O 1-(1,1-Difluoroethyl)-4-fluoro-N'-((1,2,3,5,6,7-hexahydrodicyclopenta[b,e]pyridin-8-yl)carbamoyl)-1H-pyrazole-3-sulfonimidamide